CC1=NC(=CC(=N1)NC1=NN2C(C=C(C=C2)C2=C(C=NN2C)OC[C@]2(COCC2)O)=C1)C (S)-3-[[5-[2-[(2,6-dimethylpyrimidin-4-yl)amino]pyrazolo[1,5-a]pyridin-5-yl]-1-methyl-pyrazol-4-yl]oxymethyl]tetrahydrofuran-3-ol